tert-butyl ((1S,2S,4S)-2-amino-4-(3-(trifluoromethoxy)phenyl)cyclohexyl)carbamate N[C@@H]1[C@H](CC[C@@H](C1)C1=CC(=CC=C1)OC(F)(F)F)NC(OC(C)(C)C)=O